5-Bromo-1-methyl-1H-indole BrC=1C=C2C=CN(C2=CC1)C